3-(2-pyridyldithio)propionohydrazide N1=C(C=CC=C1)SSCCC(=O)NN